4-(5-methylaminopentyl)aniline CNCCCCCC1=CC=C(N)C=C1